CC1=CC=C(C=C1)S(=O)(=O)OCCOCCN(C)C1=C(C=C(C(=C1)F)C#N)C 2-(2-((4-cyano-5-fluoro-2-methylphenyl)(methyl)amino)ethoxy)ethyl 4-methylbenzenesulfonate